1-BUTYL-5-CHLORO-3-(METHOXYMETHYL)-1H-PYRAZOLE-4-CARBALDEHYDE C(CCC)N1N=C(C(=C1Cl)C=O)COC